tricyanofuran fluoride [F-].C(#N)C=1C(=C(OC1)C#N)C#N